bis[4-(1-methyl-1-phenylethyl)-phenyl]-carbonate CC(C)(C1=CC=CC=C1)C1=CC=C(C=C1)OC(OC1=CC=C(C=C1)C(C)(C1=CC=CC=C1)C)=O